3-((3-(4-(4-amino-3-(4-phenoxyphenyl)-1H-pyrazolo[3,4-d]pyrimidin-1-yl)-piperidin-1-yl)azetidin-1-yl)methyl)-3-fluoroazetidine-1-carboxylic acid tert-butyl ester C(C)(C)(C)OC(=O)N1CC(C1)(F)CN1CC(C1)N1CCC(CC1)N1N=C(C=2C1=NC=NC2N)C2=CC=C(C=C2)OC2=CC=CC=C2